1-(tert-butyl) 3-methyl (5R)-3-((6-((tert-butoxycarbonyl)amino)-4-(ethyl(methyl)amino)pyridazin-3-yl)methyl)-2-oxo-5-(trifluoromethyl)piperidine-1,3-dicarboxylate C(C)(C)(C)OC(=O)NC1=CC(=C(N=N1)CC1(C(N(C[C@@H](C1)C(F)(F)F)C(=O)OC(C)(C)C)=O)C(=O)OC)N(C)CC